COC(=O)C=1C(N(C2=CC(=CC=C2C1N)C(F)(F)F)C1=C(C=CC=C1)CO)=O 4-amino-2-oxo-1-(2-(hydroxymethyl)phenyl)-7-(trifluoromethyl)-1,2-dihydroquinoline-3-carboxylic acid methyl ester